C(=O)O.N1N=CC=C1C1=CC=C2C(=NC(=NC2=C1)N)NC1COCC1 7-(1H-pyrazol-5-yl)-N4-(tetrahydrofuran-3-yl)quinazoline-2,4-diamine formate